(+/-)-2-((8-amino-7-fluoro-6-(4-fluoro-5-methyl-3,4-dihydro-2H-pyrano[2,3-b]pyridin-6-yl)isoquinolin-3-yl)amino)-5,6-dihydro-4H-pyrazolo[1,5-d][1,4]diazepin-7(8H)-one NC=1C(=C(C=C2C=C(N=CC12)NC1=NN2CC(NCCC2=C1)=O)C=1C(=C2C(=NC1)OCC[C@H]2F)C)F |r|